(Z)-3-(3-(3,5-bis(trifluoromethyl)phenyl)-1H-1,2,4-triazol-1-yl)-N-(4-methoxy-2-oxopyrrolidin-1-yl)acrylamide FC(C=1C=C(C=C(C1)C(F)(F)F)C1=NN(C=N1)\C=C/C(=O)NN1C(CC(C1)OC)=O)(F)F